(3-cyclopropyl-1-((2-(trimethylsilyl)ethoxy)methyl)-1H-pyrazol-4-yl)methanol C1(CC1)C1=NN(C=C1CO)COCC[Si](C)(C)C